(4-iodobenzene) penta(4-iodobenzenesulfonate) IC1=CC=C(C=C1)S(=O)(=O)O.IC1=CC=C(C=C1)S(=O)(=O)O.IC1=CC=C(C=C1)S(=O)(=O)O.IC1=CC=C(C=C1)S(=O)(=O)O.IC1=CC=C(C=C1)S(=O)(=O)O.IC1=CC=CC=C1